3-Methyl-4-(((5-phenyl-2-(pyridin-2-yl)thieno[2,3-d]pyrimidin-4-yl)amino)methyl)-benzenesulfonamide CC=1C=C(C=CC1CNC=1C2=C(N=C(N1)C1=NC=CC=C1)SC=C2C2=CC=CC=C2)S(=O)(=O)N